6-(2-amino-1H-benzo[d]imidazole-6-yl)quinazoline NC1=NC2=C(N1)C=C(C=C2)C=2C=C1C=NC=NC1=CC2